tert-butyl (R)-3-((4-(3,5-dimethylisoxazol-4-yl)-2-nitrophenyl)amino)pyrrolidine-1-carboxylate CC1=NOC(=C1C1=CC(=C(C=C1)N[C@H]1CN(CC1)C(=O)OC(C)(C)C)[N+](=O)[O-])C